O.O.C(C)(C)(C)OO tert-butyl hydroperoxide dihydrate